Cl.FC=1C=C(C=NC1NC([C@@H]1NCCC1)=O)C1=CC=C(C(=O)O)C=C1 4-[5-fluoro-6-(D-prolylamino)pyridin-3-yl]benzoic acid, hydrochloride salt